COC=1C=C(C=CC1)C1=CN2CC(CC3=CC=CC1=C23)N(C)C 1-(3-methoxyphenyl)-N,N-dimethyl-5,6-dihydro-4H-pyrrolo[3,2,1-ij]quinolin-5-amine